(S)-8-fluoro-N-hydroxy-2-(5-oxaspiro[3.5]nonan-8-yl)-1,2,3,4-tetrahydroisoquinoline-6-carboxamide FC=1C=C(C=C2CCN(CC12)[C@H]1CCOC2(CCC2)C1)C(=O)NO